(R)-1-((4-(N,N-diethylsulfamoyl)phenyl)sulfonyl)-N-(1-(methylsulfonyl)azetidin-3-yl)piperidine-3-carboxamide C(C)N(S(=O)(=O)C1=CC=C(C=C1)S(=O)(=O)N1C[C@@H](CCC1)C(=O)NC1CN(C1)S(=O)(=O)C)CC